N[C@@H]1CN(CCC1)C1=CC(=NC=C1C=1C=NN(C1)C(F)F)NC1=NC(=NC=C1)C1=C(C=C(C(=O)NC)C=C1OC)F (S)-4-(4-((4-(3-aminopiperidin-1-yl)-5-(1-(difluoromethyl)-1H-pyrazol-4-yl)pyridin-2-yl)amino)pyrimidin-2-yl)-3-fluoro-5-methoxy-N-methylbenzamide